3-Ethyl-3-{[(3-Ethyloxybutan-3-yl)methoxy]methyl}oxetane methyl-4,6-dicarbonyl-4,5,6,7-tetrahydropyrazolo[1,5-b]pyridazine-5-carboxylate COC(=O)C1C(C=2N(NC1=C=O)N=CC2)=C=O.C(C)C2(COC2)COCC(CC)(C)OCC